(decyloxy)[1-(oxazolidin-2-yloxy)hexadecan-7-yl]amine C(CCCCCCCCC)ONC(CCCCCCOC1OCCN1)CCCCCCCCC